O[C@]1(CNCC1)COC=1C(=CC(=NC1)C)C1=CC=2N(C=C1)N=C(C2)NC(=O)C2CC2 (R)-N-[5-[5-[(3-hydroxypyrrolidin-3-yl)methoxy]-2-methyl-4-pyridyl]pyrazolo[1,5-a]pyridin-2-yl]cyclopropanecarboxamide